N1=CC(=C2OCCCN21)C2=CN1C(S2)=C(C=N1)C(=O)NC=1C(=NC=C(C1)NC(=O)C1N(CCC1)C(C)C)C 2-(6,7-dihydro-5H-pyrazolo[5,1-b][1,3]oxazin-3-yl)-N-(5-(1-isopropylpyrrolidine-2-carboxamido)-2-methylpyridin-3-yl)pyrazolo[5,1-b]thiazole-7-carboxamide